4-((S)-2-mercapto-3-phenylpropanamido)-5-oxooctahydro-7H-pyrido[2,1-b][1,3]thiazepine-7-carboxylic acid S[C@H](C(=O)NC1C(N2C(SCC1)CCCC2C(=O)O)=O)CC2=CC=CC=C2